ClC1=NC=C(C(=N1)NCC1=CC=C(C=C1)C=1N(C=C(N1)C(F)(F)F)C(C)C)C(=O)OCC ethyl 2-chloro-4-((4-(1-isopropyl-4-(trifluoromethyl)-1H-imidazol-2-yl)benzyl)amino)pyrimidin-5-carboxylate